OC1=C(CNC2=C(C=C(C=C2)F)C(=O)N2CCC(CC2)OC2=NC=C(C=C2)C=2C(=NOC2C)C)C=CC(=C1)O (2-((2,4-dihydroxybenzyl)amino)-5-fluorophenyl)(4-((5-(3,5-dimethylisoxazol-4-yl)pyridin-2-yl)oxy)piperidin-1-yl)methanone